ClC=1C=C(C#N)C=C(C1)OC1=C(N=CN(C1=O)CC1=NNC(C(=C1)C=1C=NC(=CC1)C)=O)C(F)(F)F 3-chloro-5-((1-((5-(6-methylpyridin-3-yl)-6-oxo-1,6-dihydropyridazin-3-yl)methyl)-6-oxo-4-(trifluoromethyl)-1,6-dihydropyrimidin-5-yl)oxy)benzonitrile